ClC1=C(C=C(C=C1)OCC)B(O)O (2-chloro-5-ethoxy-phenyl)boronic acid